CC1=C(C=CC(=C1)C)C=1C=CC=C2C=C(NC12)C(=O)O 7-(2,4-dimethylphenyl)-1H-indole-2-carboxylic acid